monoheptadecylglycerol C(CCCCCCCCCCCCCCCC)C(CO)(O)CO